C(C=C)N1N(C2=NC(=NC=C2C1=O)NC=1C=C2C=NN(C2=CC1)C)C1=NC(=CC=C1)O[C@H]1CN(CC1)C (R)-2-allyl-6-((1-methyl-1H-indazol-5-yl)amino)-1-(6-((1-methylpyrrolidin-3-yl)oxy)pyridin-2-yl)-1,2-dihydro-3H-pyrazolo[3,4-d]pyrimidin-3-one